4'-(chloromethyl)-3-(trifluoromethyl)-1,1'-biphenyl ClCC1=CC=C(C=C1)C1=CC(=CC=C1)C(F)(F)F